(1-(2-(aminomethyl)-3-fluoroallyl)-1H-indol-5-yl)(pyrrolidin-1-yl)methanone hydrochloride Cl.NCC(CN1C=CC2=CC(=CC=C12)C(=O)N1CCCC1)=CF